3-acetyl-8-bromo-5-chloro-2-(((perfluorophenyl)methyl)sulfinyl)quinolin-4(1H)-one C(C)(=O)C1=C(NC2=C(C=CC(=C2C1=O)Cl)Br)S(=O)CC1=C(C(=C(C(=C1F)F)F)F)F